CNC1=CC=CC2=CC=CC=C12 Methyl-1-naphthylamine